C1(NC(C2=C3C(C=CC=C13)=CC=C2)=O)=O BENZO[de]ISOQUINOLINE-1,3-DIONE